ClC1=CC=C2C(=CN(C2=C1)S(=O)(=O)C1=CC=CC=C1)S(=O)(=O)NC1=C(C=C(C(=C1)F)OC(F)F)F 6-chloro-N-(4-(difluoromethoxy)-2,5-difluorophenyl)-1-(phenylsulfonyl)-1H-indole-3-sulfonamide